(S)-5-(2-amino-[1,2,4]triazolo[1,5-a]pyridin-7-yl)-N-(3-(4-chlorophenyl)-3-hydroxypropyl)-2-ethylbenzamide NC1=NN2C(C=C(C=C2)C=2C=CC(=C(C(=O)NCC[C@H](O)C3=CC=C(C=C3)Cl)C2)CC)=N1